1,1,1,2,2,3,4,5,5,5-decafluoro-3-methoxy-4-trifluoromethyl-pentane FC(C(C(C(C(F)(F)F)(C(F)(F)F)F)(OC)F)(F)F)(F)F